NC1=NN(C(=C1Cl)C1(CC2CC(CC2C1)C=1N=CN(C1C(=O)NC1=CC(=C(C=C1)F)Cl)C)O)CC(C)C 4-(5-(3-Amino-4-chloro-1-isobutyl-1H-pyrazol-5-yl)-5-hydroxyoctahydropentalen-2-yl)-N-(3-Chloro-4-fluorophenyl)-1-methyl-1H-imidazole-5-carboxamide